N1N=CC2=CC(=CC=C12)NC1=NC(=NC=C1)C1=CC=C2C=C(NC2=C1)C(=O)NC1=CN=NC=C1 6-(4-((1H-indazol-5-yl)amino)pyrimidin-2-yl)-N-(pyridazin-4-yl)-1H-indole-2-carboxamide